methyl (1-(4-(3-(((benzyloxy)carbonyl)amino)oxetan-3-yl)-2-methoxybenzyl)-3-bromo-7-hydroxy-1H-pyrazolo[4,3-d]pyrimidin-5-yl)carbamate C(C1=CC=CC=C1)OC(=O)NC1(COC1)C1=CC(=C(CN2N=C(C=3N=C(N=C(C32)O)NC(OC)=O)Br)C=C1)OC